methyl-trisilazane C[SiH2]N[SiH2]N[SiH3]